C(C=C)(=O)NC=1C(=CC(=C(C1)NC1=NC=C(C(=N1)N1CC(C2=NC(=CC=C21)C#CC)(C)C)C(=O)OC(C)C)OC)N2CCN(CC2)C isopropyl 2-((5-acrylamido-2-methoxy-4-(4-methylpiperazin-1-yl)phenyl)amino)-4-(3,3-dimethyl-5-(prop-1-yn-1-yl)-2,3-dihydro-1H-pyrrolo[3,2-b]pyridin-1-yl)pyrimidine-5-carboxylate